2-(2-(4-(vinylsulfonyl)phenoxy)ethoxy)ethyl methanesulfonate CS(=O)(=O)OCCOCCOC1=CC=C(C=C1)S(=O)(=O)C=C